iodine formamidine C(=N)N.[I]